m-divinyl-1,2-diphenylethane C(=C)C(CC1=CC=CC=C1)C1=CC(=CC=C1)C=C